C1(CCCC1)[C@@H](C(=O)OC(C)C)N=P(=O)OC1=C(C=CC=C1)OCC=1C=NC(=C(C1C=O)O)C (2S)-Isopropyl 2-cyclopentyl-2-(((4-formyl-5-hydroxy-6-methylpyridin-3-yl)methoxy)(phenoxy)phosphorylamino)acetate